4-(5-(((5-chlorothiophen-2-yl)methyl)amino)-1-(3-hydroxy-2,2-dimethylpropanoyl)-1H-pyrazol-3-yl)-N,N-dimethylpiperidine-1-sulfonamide ClC1=CC=C(S1)CNC1=CC(=NN1C(C(CO)(C)C)=O)C1CCN(CC1)S(=O)(=O)N(C)C